C(C)(=O)N1CCC(CC1)NC1=C2C=C(N(C2=CC=C1)CC(F)(F)F)C#CCNC1=C(C=C(C=C1)S(=O)(=O)N)OC 4-[(3-{4-[(1-acetylpiperidin-4-yl)amino]-1-(2,2,2-trifluoroethyl)-1H-indol-2-yl}prop-2-yn-1-yl)amino]-3-methoxybenzene-1-sulfonamide